[N-](S(=O)(=O)C(F)(F)F)S(=O)(=O)C(F)(F)F.C(CC)[NH+]1CCCC1 propylpyrrolidinium bis(trifluoromethanesulfonyl)imide salt